tert-butyl {4-[(3-[2-cyanoethenyl]-1-{[2-(trimethylsilyl)ethoxy]methyl}-1H-pyrrolo[2,3-b]pyridin-4-yl)oxy]-3,5-difluorophenyl}carbamate C(#N)C=CC1=CN(C2=NC=CC(=C21)OC2=C(C=C(C=C2F)NC(OC(C)(C)C)=O)F)COCC[Si](C)(C)C